methyl 2-{[(tert-butoxycarbonyl)(methyl)amino]methyl}pyridine-4-carboxylate C(C)(C)(C)OC(=O)N(C)CC1=NC=CC(=C1)C(=O)OC